O=C1OC(=CN1C1=NC2=C(OCC(N2)=O)N=C1)CCCNC1CC2=C(C=NC=C2C#N)C1 6-[3-[2-oxo-3-(3-oxo-4H-pyrazino[2,3-b][1,4]oxazin-6-yl)-1,3-oxazol-5-yl]propylamino]-6,7-dihydro-5H-cyclopenta[c]pyridine-4-carbonitrile